3-(4-amino-1-isopropyl-1H-pyrazolo[3,4-d]pyrimidin-3-yl)-N-((1,2-dihydro-4,6-dimethyl-2-oxopyridin-3-yl)methyl)benzamide NC1=C2C(=NC=N1)N(N=C2C=2C=C(C(=O)NCC=1C(NC(=CC1C)C)=O)C=CC2)C(C)C